4-((3-(4-(2-(4-bromophenyl)propan-2-yl)thiazol-2-yl)ureido)methyl)-N-(1-methylpiperidin-4-yl)cyclohexane-1-carboxamide BrC1=CC=C(C=C1)C(C)(C)C=1N=C(SC1)NC(NCC1CCC(CC1)C(=O)NC1CCN(CC1)C)=O